FC([C@@H]1CCC=2N1N=C(N2)C(=O)O)(F)F (S)-5-(trifluoromethyl)-6,7-dihydro-5H-pyrrolo[1,2-b][1,2,4]triazole-2-carboxylic acid